Methyl 6-(bis(tert-butoxycarbonyl)amino)picolinate C(C)(C)(C)OC(=O)N(C1=CC=CC(=N1)C(=O)OC)C(=O)OC(C)(C)C